C(CCCCCCCCCCCC)C1OC1 2-tridecyl-oxirane